C(C)(C)C=1NC(=NN1)C1=CC=CC=C1 5-isopropyl-3-phenyl-4H-1,2,4-triazole